(R*)-1-(3-methoxy-3-((4-(trifluoromethyl)phenyl)ethynyl)pyrrolidin-1-yl)prop-2-en-1-one CO[C@@]1(CN(CC1)C(C=C)=O)C#CC1=CC=C(C=C1)C(F)(F)F |o1:2|